COC=1N=NC(=CC1)C#C[Si](C)(C)C.[Br].[Cr] chromium bromine 3-methoxy-6-((trimethylsilyl)ethynyl)pyridazine